C(#N)C1=CC(=CC=2N=C(OC21)C=2C(=C(C=CC2)C2=C(C(=CC=C2)NC=2N=CC=C1C=C(C=NC21)CN2C[C@@H](CC2)C(=O)O)C)C)CNC[C@H](C)O (R)-1-((8-(3'-(7-cyano-5-(((S)-2-hydroxypropylamino)methyl)benzo[d]oxazol-2-yl)-2,2'-dimethylbiphenyl-3-ylamino)-1,7-naphthyridin-3-yl)methyl)pyrrolidine-3-carboxylic acid